C(C)(C)C1=C(NC2=C1N=C(N=C2)C2CCN(CC2)CC(C)(O)C)C=2C=C(C=1N(C2)N=CN1)OC 1-(4-(7-isopropyl-6-(8-methoxy-[1,2,4]triazolo[1,5-a]pyridin-6-yl)-5H-pyrrolo[3,2-d]pyrimidin-2-yl)piperidin-1-yl)-2-methylpropan-2-ol